ClC=1C=C(C=CC1F)C(C=1N(C(=C(N1)S(=O)(=O)C)CO)COCC[Si](C)(C)C)C1=CC(=C(C=C1)F)Cl {2-[bis(3-chloro-4-fluorophenyl)methyl]-4-methanesulfonyl-1-{[2-(trimethylsilyl)eth-oxy]methyl}-1H-imidazol-5-yl}methanol